acetic acid [1-[[4-[3-(2,6-dichlorophenyl) azetidin-1-yl] phenyl] methyl]-3-methyl-azetidin-3-yl] ester ClC1=C(C(=CC=C1)Cl)C1CN(C1)C1=CC=C(C=C1)CN1CC(C1)(C)OC(C)=O